(R)-N-ethyl-N-(2,2,2-trifluoro-1-(4-fluorophenyl)ethyl)-1H-pyrazolo[4,3-b]pyridine-5-sulfonamide C(C)N(S(=O)(=O)C1=CC=C2C(=N1)C=NN2)[C@@H](C(F)(F)F)C2=CC=C(C=C2)F